ClC=1C=CC(=C(C1)C1=C2C(=NC(=C1)C)C(=CS2)C(=O)O)OCCN2C(=NC=1CCC3(CN(C3)C3CC3)CC1C2=O)C 7-[5-chloranyl-2-[2-(1'-cyclopropyl-2-methyl-4-oxidanylidene-spiro[7,8-dihydro-5H-quinazoline-6,3'-azetidine]-3-yl)ethoxy]phenyl]-5-methyl-thieno[3,2-b]pyridine-3-carboxylic acid